C1(CC1)C1=C(C(=NO1)C1=C(C=NC=C1Cl)Cl)COC12CCC(CC1)(CC2)C2=CC=NC1=C(C=CC=C21)C(F)(F)F 4-(4-((5-Cyclopropyl-3-(3,5-dichloropyridin-4-yl)isoxazol-4-yl)methoxy)bicyclo[2.2.2]octan-1-yl)-8-(trifluoromethyl)chinolin